7-methoxy-1-(trifluoromethyl)-9H-pyrido[3,4-b]indole-9-butylamine COC1=CC=C2C3=C(N(C2=C1)CCCCN)C(=NC=C3)C(F)(F)F